5-(((Tert-Butyldimethylsilyl)oxy)methyl)-2-hydroxybenzaldehyde [Si](C)(C)(C(C)(C)C)OCC=1C=CC(=C(C=O)C1)O